acetylene iodine [I].C#C